ClC=1C=CC(=C(C1)B(O)O)C=O 5-Chloro-2-formylphenylboronic acid